C1(CC1)C12CC(C1)(C2)N 3-cyclopropylbicyclo[1.1.1]pentan-1-amine